[Si](C)(C)(C(C)(C)C)OCC=1C=CC(=C(C1)C=1C(=C(CN(C1)C)I)OC)OC1=C(C=C(C=C1)F)F 5-(5-(((tert-butyldimethylsilyl)oxy)methyl)-2-(2,4-difluorophenoxy)phenyl)-3-iodo-4-methoxy-1-methylpyridin